(S)-N-(1-(5-(3-(2-chloro-7-(1-methoxyethyl)pyrazolo[1,5-a]pyrimidin-6-yl)ureido)-3-(trifluoromethyl)pyridin-2-yl)-1H-pyrazol-4-yl)thiophene-3-carboxamide ClC1=NN2C(N=CC(=C2[C@H](C)OC)NC(NC=2C=C(C(=NC2)N2N=CC(=C2)NC(=O)C2=CSC=C2)C(F)(F)F)=O)=C1